4-((2,2,3,3-tetrafluoropropoxy)methyl)-1,3-dioxolane FC(COCC1OCOC1)(C(F)F)F